(1R,2R,3aS,10aR)-5-fluoro-1-[(1E,3ξ,4ξ)-4-(4-fluorophenyl)-3-hydroxy-1-penten-1-yl]-2-hydroxy-2,3,3a,9,10,10a-hexahydro-1H-benzo[b]cyclopenta[f]oxepin-6-carboxylic acid FC1=C(C=CC2=C1O[C@@H]1[C@H](CC2)[C@H]([C@@H](C1)O)\C=C\C(C(C)C1=CC=C(C=C1)F)O)C(=O)O